di-(4-butyl)phosphonium tetrafluoroborate F[B-](F)(F)F.CCCC[PH2+]CCCC